C(C(=C)C)(=O)OC(CSC=1SC(=NN1)SCC)CC 2-methacryloxy-n-butylthio-5-ethylthio-1,3,4-thiadiazole